di(1,1,2,2,3,3-hexafluoropentyl)ether FC(C(C(CC)(F)F)(F)F)(F)OC(C(C(CC)(F)F)(F)F)(F)F